Tert-butyl 4-[8-methyl-2-[4-(4-methylpiperazin-1-yl)anilino]-7-oxo-pyrido[2,3-d]pyrimidin-6-yl]-3-phenyl-piperazine-1-carboxylate CN1C(C(=CC2=C1N=C(N=C2)NC2=CC=C(C=C2)N2CCN(CC2)C)N2C(CN(CC2)C(=O)OC(C)(C)C)C2=CC=CC=C2)=O